methyl (2S)-2-({5-[(2-{[(2S)-1-methoxy-1-oxopropan-2-yl]carbamoyl}-1,3-dioxo-2,3-dihydro-1H-inden-5-yl)sulfonyl]-1,3-dioxo-2,3-dihydro-1H-inden-2-yl}formamido)propanoate COC([C@H](C)NC(=O)C1C(C2=CC=C(C=C2C1=O)S(=O)(=O)C=1C=C2C(C(C(C2=CC1)=O)C(=O)N[C@H](C(=O)OC)C)=O)=O)=O